O1CC(CC1)N1CC(CCC1)CO (1-(tetrahydrofuran-3-yl)piperidin-3-yl)methanol